dilithium pyromellitate C(C=1C(C(=O)O)=CC(C(=O)O)=C(C(=O)[O-])C1)(=O)[O-].[Li+].[Li+]